2-(4-ethyl-2-methylthiazole-5-carboxamido)-1H-benzo[d]imidazole-5-carboxylic acid C(C)C=1N=C(SC1C(=O)NC1=NC2=C(N1)C=CC(=C2)C(=O)O)C